(4-bromo-6-fluoro-1-(triisopropylsilyl)-1H-indol-5-yl)(3-cyano-4-fluorophenyl)methylacetate BrC1=C2C=CN(C2=CC(=C1C(C(=O)[O-])CC1=CC(=C(C=C1)F)C#N)F)[Si](C(C)C)(C(C)C)C(C)C